(1aR,5aR)-2-(1,1-Dioxo-tetrahydro-1λ6-thiophen-3-yl)-1a,2,5,5a-tetrahydro-1H-2,3-diaza-cyclopropa[a]pentalene-4-carboxylic acid (1-phenyl-cyclopropyl)-amide C1(=CC=CC=C1)C1(CC1)NC(=O)C=1C=2C[C@@H]3[C@H](C2N(N1)C1CS(CC1)(=O)=O)C3